2-(2,6-dimethyl-4-(1-(5-oxo-4-(4-(trifluoromethoxy)phenyl)-4,5-dihydro-1H-1,2,4-triazol-1-yl)ethyl)phenoxy)-2-methylpropanoic acid CC1=C(OC(C(=O)O)(C)C)C(=CC(=C1)C(C)N1N=CN(C1=O)C1=CC=C(C=C1)OC(F)(F)F)C